Benzyl 1-(benzyloxycarbonyl-sulfamoyl)-3-(4-piperidylmethyl)pyrrole-2-carboxylate hydrochloride Cl.C(C1=CC=CC=C1)OC(=O)NS(=O)(=O)N1C(=C(C=C1)CC1CCNCC1)C(=O)OCC1=CC=CC=C1